2-((1-(2-(benzyloxy)-7-methyl-4-oxo-4H-pyrido[1,2-a]pyrimidin-9-yl)ethyl)amino)benzoic acid C(C1=CC=CC=C1)OC=1N=C2N(C(C1)=O)C=C(C=C2C(C)NC2=C(C(=O)O)C=CC=C2)C